methyl 2-azido-2-methylpropionate N(=[N+]=[N-])C(C(=O)OC)(C)C